C1NCC2=CC(=CC=C12)CN1C(NC(C2=C1C=CN2)=O)=C=S (isoindolin-5-ylmethyl)-2-thiocarbonyl-1,2,3,5-tetrahydro-4H-pyrrolo[3,2-d]pyrimidin-4-one